(2R,5S)-5-[(2-methoxyethylamino)methyl]-2-(4-phenoxyphenyl)-1,4-thiazepan-3-one COCCNC[C@H]1NC([C@H](SCC1)C1=CC=C(C=C1)OC1=CC=CC=C1)=O